N-((S)-4-methyl-1-oxo-1-(((S)-3-oxo-1-((S)-2-oxopyrrolidin-3-yl)-4-(trifluoromethoxy)butan-2-yl)amino)pentan-2-yl)-1H-pyrrolo[3,2-c]pyridine-2-carboxamide CC(C[C@@H](C(N[C@@H](C[C@H]1C(NCC1)=O)C(COC(F)(F)F)=O)=O)NC(=O)C1=CC=2C=NC=CC2N1)C